(-)-1,5-dimethyl-6-(2-methyl-4-((3-(trifluoromethyl)pyridin-2-yl)oxy)phenyl)pyrimidine-2,4(1H,3H)-dione 2'-fluoro-2'-deoxyadenosine-5'-triphosphate P(O)(=O)(OP(=O)(O)OP(=O)(O)O)OC[C@@H]1[C@H]([C@H]([C@@H](O1)N1C=NC=2C(N)=NC=NC12)F)O.CN1C(NC(C(=C1C1=C(C=C(C=C1)OC1=NC=CC=C1C(F)(F)F)C)C)=O)=O